1-methoxy-2-methyl-4-(3,5-dimethylphenyl)-1,2,3,5,6,7-hexahydro-s-indacene COC1C(CC2=C(C=3CCCC3C=C12)C1=CC(=CC(=C1)C)C)C